N-ethyl-N,N-diisopropylamine C(C)N(C(C)C)C(C)C